N-[3-(2,4-diaminoquinazolin-6-yl)phenyl]prop-2-enamide NC1=NC2=CC=C(C=C2C(=N1)N)C=1C=C(C=CC1)NC(C=C)=O